C(C1=CC=CC=C1)C1=CC2=C(NC(NS2(=O)=O)C2=CC=CC=C2)C=C1 7-benzyl-3-phenyl-3,4-dihydro-2h-benzo[e][1,2,4]thiadiazine-1,1-dioxide